1,2,3-triazole-4,5-dicarboxylic acid N1N=NC(=C1C(=O)O)C(=O)O